C(C)(C)(C)NC(CN(C(OC(C)(C)C)=O)C=1C2=C(N=C(N1)Cl)CCC2)=O tert-butyl (2-(tert-butylamino)-2-oxoethyl)(2-chloro-6,7-dihydro-5H-cyclopenta[d]pyrimidin-4-yl)carbamate